OC=1C=C(C2=COC3=C(C(=C(C=C3C2=O)O)O)O)C=CC1O 3',4',6,7,8-pentahydroxyisoflavone